2-[(carboxyacetyl)amino]-5-bromobenzoic acid C(=O)(O)CC(=O)NC1=C(C(=O)O)C=C(C=C1)Br